O[C@@H]1C[C@@H](CN(C1)C(=O)OC(C)(C)C)C(=O)OC |o1:1,3| 1-tert-butyl 3-methyl (3S,5R)-rel-5-hydroxypiperidine-1,3-dicarboxylate